COC1=C(C=C(C=C1)C(F)(F)F)C1=NOC(=C1)C(C)(C)O 2-(3-(2-methoxy-5-(trifluoromethyl)phenyl)isoxazole-5-yl)propan-2-ol